tert-Butyl {3-[2-(dimethylamino)ethyl]-4-indolyloxy}methyl glutarate C(CCCC(=O)OCOC1=C2C(=CNC2=CC=C1)CCN(C)C)(=O)OC(C)(C)C